N1(N=CC=C1)C=1C=C(C=CC1)[C@@H]1C[C@@H](N(C(C1)=O)C(=O)OC(C)(C)C)C(=O)OC(C)(C)C di-tert-butyl (2R,4R)-4-(3-(1H-pyrazol-1-yl)phenyl)-6-oxopiperidine-1,2-dicarboxylate